tert-butyl (E)-(2-(((2-butylpyrazolo[1,5-a]pyridin-5-yl)oxy)methyl)-3-fluoroallyl)carbamate C(CCC)C1=NN2C(C=C(C=C2)OC\C(\CNC(OC(C)(C)C)=O)=C\F)=C1